[Si](C1=CC=CC=C1)(C1=CC=CC=C1)(C(C)(C)C)OC[C@@H]1N(C(C[C@H]1CC(C)(C)C)O)C(=O)OC(C)(C)C tert-Butyl (2R,3R)-2-[[tert-butyl(diphenyl)silyl]oxymethyl]-3-(2,2-dimethylpropyl)-5-hydroxy-pyrrolidine-1-carboxylate